FC(OC1=CC(=NC=C1)NC(OC1=CC=CC=C1)=O)(F)F phenyl (4-(trifluoromethoxy)pyridin-2-yl)carbamate